N1-[4-(1H-indol-3-yl)pyrimidin-2-yl]-4-methoxy-6-(4-methylpiperazin-1-yl)benzene-1,3-diamine N1C=C(C2=CC=CC=C12)C1=NC(=NC=C1)NC1=CC(=C(C=C1N1CCN(CC1)C)OC)N